ClC1=CC=2N(C(C(CCC2S1)I)=O)C 2-chloro-6-iodo-4-methyl-4H,5H,6H,7H,8H-thieno[3,2-b]azepin-5-one